trifluoromethyl-2,5-difluoro-4-((4-n-propylphenyl)ethynyl)-1,1'-biphenyl FC(F)(F)C=1C(=C(C=C(C1C#CC1=CC=C(C=C1)CCC)F)C1=CC=CC=C1)F